iron-tantalum [Ta].[Fe]